(((5-((dimethylamino)methyl)-1,3-phenylene)bis(methylene))bis(oxy))bis(6-oxohexane-6,1-diyl)dioctanoate CN(C)CC=1C=C(C=C(C1)COC(CCCCCCCCCCCCC(=O)[O-])=O)COC(CCCCCCCCCCCCC(=O)[O-])=O